CC1=NOC(=C1C=1C(=NC=CC1OC1=C(C=C(C=C1)[N+](=O)[O-])F)N)C 3-(3,5-dimethylisoxazol-4-yl)-4-(2-fluoro-4-nitrophenoxy)pyridin-2-amine